COC(=O)C1=NC(=C(C=C1[N+](=O)[O-])C(F)(F)F)NC1(CCCC1)CC=C 6-[(1-allyl-cyclopentyl)amino]-3-nitro-5-(trifluoromethyl)pyridine-2-carboxylic acid methyl ester